2-[[5-(4-chloro-2-fluoro-phenyl)-3-methyl-triazol-4-yl]methyl]-5-(2-methoxy-4-pyridinyl)pyridazin-3-one ClC1=CC(=C(C=C1)C1=C(N(N=N1)C)CN1N=CC(=CC1=O)C1=CC(=NC=C1)OC)F